Methyl 2,4,6-tri-O-benzyl-3-C-carbamoyl-3-deoxy-α-D-galactopyranoside C(C1=CC=CC=C1)O[C@H]1[C@@H](OC)O[C@@H]([C@@H]([C@@H]1C(N)=O)OCC1=CC=CC=C1)COCC1=CC=CC=C1